(5S,5aS,8aS,9S)-9-(4-cyano-3,5-dimethoxyphenyl)-8-oxo-5,5a,6,8,8a,9-hexahydrofuro[3',4':6,7]naphtho[2,3-d][1,3]dioxol-5-yl (tert-butoxycarbonyl)glycinate C(C)(C)(C)OC(=O)NCC(=O)O[C@@H]1C2=CC3=C(OCO3)C=C2[C@@H]([C@H]2[C@H]1COC2=O)C2=CC(=C(C(=C2)OC)C#N)OC